(R)-N-isobutyl-2-(trifluoro-methyl)-5,8-dihydro-6H-pyrano[3,4-b]pyridin-5-amine C(C(C)C)N[C@H]1COCC2=NC(=CC=C21)C(F)(F)F